(2-oxopropyl)spiro[indoline-3,4'-piperidine] O=C(CN1CCC2(CC1)CNC1=CC=CC=C12)C